1,2-dimethyl-hydrazine dihydrochloride Cl.Cl.CNNC